Cl.Cl.N1CC(C1)C=1C(=NC(=C(C(=O)N)C1C)C1=C2C(=NC=C1)C=C(S2)CN2C(C1C(C1C2=O)(C)C)=O)C(F)(F)F (azetidin-3-yl)-2-(2-((6,6-dimethyl-2,4-dioxo-3-azabicyclo[3.1.0]hexan-3-yl)methyl)thieno[3,2-b]pyridin-7-yl)-4-methyl-6-(trifluoromethyl)nicotinamide dihydrochloride